C(CCCCCCCCCCCCCC)(=O)OCC(CO)O 2,3-dihydroxypropan-1-yl pentadecanoate